(2S)-2-[(E)-(4-methoxybenzyliden)amino]-3-(4-{2-[2-(2-methoxyethoxy)ethoxy]ethoxy}phenyl)propan-1-ol COC1=CC=C(\C=N\[C@H](CO)CC2=CC=C(C=C2)OCCOCCOCCOC)C=C1